C(=O)(O)[C@H](O)[C@@H](O)C(=O)O.COCCN(CC[C@@H](C(=O)O)NC1=NC=NC2=CC=CC=C12)CCCCC1=NC=2NCCCC2C=C1 (S)-4-((2-methoxyethyl)(4-(5,6,7,8-tetrahydro-1,8-naphthyridin-2-yl)butyl)amino)-2-(quinazolin-4-ylamino)butanoic acid L-tartrate